N-(2-chloro-3-((5-iodopyrimidin-2-yl)mercapto)phenyl)-2-hydroxyl-4-oxa-6,7,8,9-tetrahydro-4H-pyridino[1,2-a]pyrimidine-3-carboxamide ClC1=C(C=CC=C1SC1=NC=C(C=N1)I)NC(=O)C1=C(N=C2N(O1)CCCC2)O